OCCN(C(C1=CC=C(C=C1)NC=1C=2N(C=CN1)C(=CN2)C2=CC=C(C=C2)OC)=O)C N-(2-hydroxyethyl)-4-[[3-(4-methoxyphenyl)imidazo[1,2-a]pyrazin-8-yl]amino]-N-methylbenzamide